FC=1C=CC=C2C(N(C(=NC12)N1CCN(CC1)C1=CC(=CC=C1)C)C1=C(C=CC(=C1)C(F)(F)F)OC)CC(=O)OC Methyl {8-fluoro-2-[4-(3-methylphenyl)-1-piperazinyl]-3-[2-methoxy-5-(trifluoromethyl)phenyl]-3,4-dihydro-4-quinazolinyl}acetate